1,4-bis(4-acetamidophenylamino)anthraquinone C(C)(=O)NC1=CC=C(C=C1)NC1=CC=C(C=2C(C3=CC=CC=C3C(C12)=O)=O)NC1=CC=C(C=C1)NC(C)=O